[Br-].C(C1=CC=CC=C1)OC=1C=C(C[P+](C2=CC=CC=C2)(C2=CC=CC=C2)C2=CC=CC=C2)C=C(C1)OC (3-(benzyloxy)-5-methoxybenzyl)triphenylphosphonium Bromide